2-(7-fluoro-2-methoxynaphthalen-1-yl)-4,4,5,5-tetramethyl-1,3,2-dioxaborolane FC1=CC=C2C=CC(=C(C2=C1)B1OC(C(O1)(C)C)(C)C)OC